(2R,3R,4R,5S,6R)-2-(acetoxymethyl)-5-hydroxy-6-isobutyltetrahydro-2H-pyran-3,4-diyl diacetate C(C)(=O)O[C@@H]1[C@H](O[C@@H]([C@@H]([C@H]1OC(C)=O)O)CC(C)C)COC(C)=O